C(C)(C)(C)C=1C=C(C=CC1C(C)(C)C)N1NC(=CC1C1=CC=CC=C1)C=CC1=CC=CC=C1 1-(3,4-di-tert-butyl-phenyl)-3-styryl-5-phenyl-pyrazoline